ClC=1C=CC=C2C=C(NC12)CN1CCN(CC1)C1=CC=NC=C1 7-chloro-2-[[4-(4-pyridinyl)piperazin-1-yl]methyl]-1H-indole